C1(CC1)C=1C(=C(C=C(C1)C1=C(C=C(C=C1C)F)CCCCC=C)[C@H](CC(=O)OCC)NC([C@@H](CC=C)OS(=O)(=O)C)=O)F Ethyl (S)-3-(5-cyclopropyl-4,4'-difluoro-2'-(hex-5-en-1-yl)-6'-methyl-[1,1'-biphenyl]-3-yl)-3-((R)-2-((methylsulfonyl)oxy)pent-4-enamido)propanoate